C(C)OC(C1=C(C=CC=C1NC1=C(C=CC=C1C)C)C(N(C1=C(C=CC=C1C)C)C(C)=O)=O)=O 2-(acetyl-(2,6-dimethylphenyl)carbamoyl)-6-((2,6-dimethylphenyl)amino)benzoic acid ethyl ester